C(=O)O.CN1N=C2C=CC(=CC2=C1)NC(=O)N1CCC=2C1=NC=CC2N2C[C@H](NCC2)C (R)-N-(2-methyl-2H-indazol-5-yl)-4-(3-methylpiperazin-1-yl)-2,3-dihydro-1H-pyrrolo[2,3-b]pyridine-1-carboxamide formate